4-(3-Bromophenylamino)-2'-(4-methylphenyl)-2',3'-dihydrospiro[cyclohexane-1,1'-indene]-4-carboxylic acid BrC=1C=C(C=CC1)NC1(CCC2(C(CC3=CC=CC=C23)C2=CC=C(C=C2)C)CC1)C(=O)O